CN1N=C(C(=C1)CN1CCC(CC1)C=1C=C2C(=C(NC2=CC1)C1=NN2C(C=CC=C2)=N1)C(C)C)C 5-(1-((1,3-dimethyl-1H-pyrazol-4-yl)methyl)piperidin-4-yl)-3-isopropyl-1H-indol-2-yl-[1,2,4]triazolo[1,5-a]pyridine